C(#N)C[C@@H]1N(CCN(C1)C1=NC(=NC(=C1)C(NC1=CC(=CC2=CC=CC=C12)OC)=O)C1=NC=CC=C1)C(=O)OCC1=CC=CC=C1 benzyl (2S)-2-(cyanomethyl)-4-[6-[(3-methoxy-1-naphthyl)carbamoyl]-2-(2-pyridyl)pyrimidin-4-yl]piperazine-1-carboxylate